CC(CN)CCC(CN)C 2,5-Dimethyl-1,6-hexan-diamin